(R)-2-(difluoromethyl)-5-(4-(4-isopropylpyrazolo[1,5-a]pyridin-2-yl)-1,4,6,7-tetrahydro-5H-imidazo[4,5-c]pyridin-5-yl)-1,3,4-oxadiazole FC(C=1OC(=NN1)N1[C@H](C2=C(CC1)NC=N2)C2=NN1C(C(=CC=C1)C(C)C)=C2)F